C(C)N(C(=O)N[C@H](C(F)F)CCC(F)(F)F)[C@H](C(F)(F)F)C1=NC=C(C(=C1)C=1N=C(C=2N(C1)C=C(N2)C)OC)OC 1-ethyl-3-((S)-1,1,5,5,5-pentafluoropentan-2-yl)-1-((S)-2,2,2-trifluoro-1-(5-methoxy-4-(8-methoxy-2-methylimidazo[1,2-a]pyrazin-6-yl)pyridin-2-yl)ethyl)urea